2-[(2S)-5-(benzyloxy)-2-({[(9H-fluoren-9-yl)methoxy]carbonyl}amino)-5-oxopentanamido]acetic acid C(C1=CC=CC=C1)OC(CC[C@@H](C(=O)NCC(=O)O)NC(=O)OCC1C2=CC=CC=C2C=2C=CC=CC12)=O